ClCC1=NC(=NO1)C[C@@H](C)C1=CC=C(C=C1)Cl 5-(chloromethyl)-3-[(2R)-2-(4-chlorophenyl)propyl]-1,2,4-oxadiazole